CC1=C(C(=O)NC2(CC2)C2=C3C=CC=NC3=CC(=C2)C2=CN=C(O2)C)C=C(C=C1)OCC1N(CC1)C 2-Methyl-5-((1-methylazetidin-2-yl)methoxy)-N-(1-(7-(2-methyloxazol-5-yl)quinolin-5-yl)cyclopropyl)benzamide